CC1=C(C=2N(C=C1C1=C(C3=C(N1)SC(=C3C)C3CCC(CC3)C(=O)N3CCNCC3)C(C)C)N=CN2)C (4-(5-(7,8-dimethyl-[1,2,4]triazolo[1,5-a]pyridin-6-yl)-4-isopropyl-3-methyl-6H-thieno[2,3-b]pyrrol-2-yl)cyclohexyl)(piperazin-1-yl)methanone